dimethylbis(3-methyl-1-butyn-3-oxy)silane C[Si](OC(C#C)(C)C)(OC(C#C)(C)C)C